OC1=C(C=C(C=C1)C=CC(=O)O)OC 3-(4-hydroxy-3-methoxyphenyl)propenoic acid